COC([C@@H](NC(=O)OC(C)(C)C)COC1=C(C=C(C(=C1)OC)OC)N)=O O-(2-amino-4,5-dimethoxyphenyl)-N-(t-butoxycarbonyl)-L-serine methyl ester